6-[3-(2-fluoro-5-methyl-anilino)-7,8-dihydro-5H-1,6-naphthyridin-6-yl]-5-methyl-pyridine FC1=C(NC=2C=NC=3CCN(CC3C2)C2=C(C=CC=N2)C)C=C(C=C1)C